(3aR,6aS)-5-(6-Chloro-1-(oxetan-3-yl)-1H-pyrazolo[3,4-d]pyrimidin-4-yl)hexahydro-1H-furo[3,4-c]pyrrole ClC1=NC(=C2C(=N1)N(N=C2)C2COC2)N2C[C@@H]1[C@H](C2)COC1